CN1C(C2=C(C(=C1)C=1C=C(C(=O)O)C=CC1OC1=CC(=CC=C1)OCCN1CCNCC1)C=CN2S(=O)(=O)C2=CC=C(C=C2)C)=O.N[C@@H](CC=2C=CC(=C(C2)S(=O)(=O)N)OC)C (R)-5-(2-aminopropyl)-2-methoxybenzenesulfonamide 3-[6-methyl-7-oxo-1-(p-tolylsulfonyl)pyrrolo[2,3-c]pyridin-4-yl]-4-[3-(2-piperazin-1-ylethoxy)phenoxy]benzoate